C1=C(C(=CC2=CC3=CC=CC=C3C=C12)C(=O)O)C(=O)O anthracene-2,3-dicarboxylic acid